9,4b-(epiminoethano)phenanthrene-11-carboxylate C1=CC=CC=2C34CC=CC=C3C(=CC12)N(CC4)C(=O)[O-]